6-amino-N-{2-[3-amino-4-(2-methoxyethoxy)pyrrolidin-1-yl]-4-fluoro-5,6,7,8-tetrahydroquinolin-6-yl}-2-methylthieno[2,3-d][1,3]thiazole-5-carboxamide NC1=C(SC=2N=C(SC21)C)C(=O)NC2CC=1C(=CC(=NC1CC2)N2CC(C(C2)OCCOC)N)F